N-(9-fluorenylmethoxycarbonyl)-O-tertiary butyl-L-serine C1=CC=CC=2C3=CC=CC=C3C(C12)COC(=O)N[C@@H](COC(C)(C)C)C(=O)O